FC(OC1CN(CCC1)C([C@@H](C)NC(OC(C)(C)C)=O)=O)F tert-Butyl ((2R)-1-(3-(difluoromethoxy)piperidin-1-yl)-1-oxopropan-2-yl)carbamate